N1CCC(CC1)CCNC(OC(C)(C)C)=O Tert-butyl (2-(piperidin-4-yl)ethyl)carbamate